C1(CC1)C=1N=NC=CC1 cyclopropylpyridazine